ClC1=C(C2=C(CCO2)C=C1NC1=NC(=CC(=N1)C)NC)C=1C[C@@H](CNCC1)O |o1:22| rel-(3S)-5-[6-chloro-5-[[4-methyl-6-(methylamino)pyrimidin-2-yl]amino]-2,3-dihydrobenzofuran-7-yl]-2,3,4,7-tetrahydro-1H-azepin-3-ol